β-(N,N-dimethylamino)acryloyl-pyridine CN(C)C=CC(=O)C1=NC=CC=C1